NC1=C(C=C(OCCCCS(=O)(=O)O)C=C1)OCCCC 4-(4-Amino-3-butoxyphenoxy)butane-1-sulfonic acid